N1CCC(CC1)C1=CC=C2CCCNC2=N1 7-(piperidin-4-yl)-1,2,3,4-tetrahydro-1,8-naphthyridine